tributyl-octyl-phosphine triiodide [I-].[I-].[I-].C(CCC)C(CCCCCCCP)(CCCC)CCCC